ClC=1C(=C(C=CC1)NC1=NC(=CC=C1C(=O)OC)C(=C)C)N(C)C methyl 2-[[3-chloro-2-(dimethylamino)phenyl]amino]-6-(prop-1-en-2-yl)pyridine-3-carboxylate